1,1'-bis(di-phenylphosphino)ferrocene palladium chloride [Pd](Cl)Cl.C1(=CC=CC=C1)P([C-]1C=CC=C1)C1=CC=CC=C1.[C-]1(C=CC=C1)P(C1=CC=CC=C1)C1=CC=CC=C1.[Fe+2]